C(C)(C)OC([C@H](CCC(C=[N+]=[N-])=O)NC([C@H](CC1=CNC2=CC=CC=C12)NC(C)=O)=O)=O (S)-2-((S)-2-acetamido-3-(1H-indol-3-yl)propionamido)-6-diazo-5-oxohexanoic acid isopropyl ester